N,N-dibenzyl-3-methyl-4,5,6,7-tetrahydro-1H-indazole-5-carboxamide C(C1=CC=CC=C1)N(C(=O)C1CC=2C(=NNC2CC1)C)CC1=CC=CC=C1